Tetramethylxylylen-diurethan CC(OC(NCC=1C(=CC=CC1)CNC(=O)OC(C)(C)C)=O)(C)C